5-(3-chloro-6,7-difluoroquinolin-8-yl)-6-ethylpyridin-2-amine ClC=1C=NC2=C(C(=C(C=C2C1)F)F)C=1C=CC(=NC1CC)N